C(C(=C)C)(=O)NCC[N+](CC)(CC)CC methacrylamidooxyethyl-triethyl-ammonium